butyl 3-(4-(2-amino-2-oxoethyl)phenyl)-2,2-dimethylpropanoate NC(CC1=CC=C(C=C1)CC(C(=O)OCCCC)(C)C)=O